C(C)C1(OC2=CC=C(C(=C2C=C1)OC)C(=O)NC1=CC=C2C(=NN(C2=C1)CCC1CCN(CC1)C)C)CC 2,2-diethyl-5-methoxy-N-(3-methyl-1-(2-(1-methylpiperidin-4-yl)ethyl)-1H-indazol-6-yl)-2H-chromen-6-carboxamide